(E)-4-[4-[2-[2-[[4-[[(7R)-8-cyclopentyl-7-ethyl-5-methyl-6-oxo-7H-pteridin-2-yl]amino]-3-methoxy-benzoyl]amino]ethoxy]ethoxy]-1-piperidyl]but-2-enoic acid C1(CCCC1)N1[C@@H](C(N(C=2C=NC(=NC12)NC1=C(C=C(C(=O)NCCOCCOC2CCN(CC2)C/C=C/C(=O)O)C=C1)OC)C)=O)CC